4-((6-chloro-1-methyl-3-phenyl-1H-pyrazolo[3,4-d]pyrimidin-4-yl)aminomethyl)benzenesulfonamide ClC1=NC(=C2C(=N1)N(N=C2C2=CC=CC=C2)C)NCC2=CC=C(C=C2)S(=O)(=O)N